ClC1=C(C=C(C=C1)NC(C1=CC=C(C=C1)NC1=NC=C(C(=N1)C=1C=NC(=CC1)OCC)SC)=O)C(F)(F)F N-(4-chloro-3-trifluoromethyl-phenyl)-4-[4-(6-ethoxy-pyridin-3-yl)-5-methylsulfanyl-pyrimidin-2-ylamino]-benzamide